Monooxy ether O=O